ClC1=CC=C(C=N1)C[N+]1=C2N(C(C(=C1)C1=CC=CC=C1)=O)C=CC=C2 1-[(6-chloropyridin-3-yl)methyl]-4-oxo-3-phenyl-4H-pyrido[1,2-a]pyrimidin-1-ium